(S)-6-(4,4-difluoro-2-(2-methoxybenzyl)azepan-1-yl)-4-morpholinopyridin-2(1H)-one FC1(C[C@@H](N(CCC1)C1=CC(=CC(N1)=O)N1CCOCC1)CC1=C(C=CC=C1)OC)F